4,6-dimethyl-2,4,6-tris(4-hydroxyphenyl)heptene tert-butyl-4-(4-(4,4,5,5-tetramethyl-1,3,2-dioxaborolan-2-yl)pyridin-2-yl)piperazine-1-carboxylate C(C)(C)(C)OC(=O)N1CCN(CC1)C1=NC=CC(=C1)B1OC(C(O1)(C)C)(C)C.CC(CC(=C)C1=CC=C(C=C1)O)(CC(C)(C1=CC=C(C=C1)O)C)C1=CC=C(C=C1)O